N(=[N+]=[N-])[C@@H]1CN(C[C@H]1OCC1=CC=C(C=C1)C(F)(F)F)C(=O)OC(C)(C)C tert-butyl (3R,4R)-3-azido-4-((4-(trifluoromethyl)benzyl)oxy)pyrrolidine-1-carboxylate